N-((1S,3R)-3-(3-bromobenzyl)-3-(4-(1-hydroxyethyl)pyrimidin-2-yl)cyclopentyl)methanesulfonamide Methyl-(2RS)-2-(6-bromo-7-fluoro-indazol-2-yl)-2-(5-fluoro-2-methoxy-phenyl)acetate COC([C@@H](C1=C(C=CC(=C1)F)OC)N1N=C2C(=C(C=CC2=C1)Br)F)=O.BrC=1C=C(C[C@]2(C[C@H](CC2)NS(=O)(=O)C)C2=NC=CC(=N2)C(C)O)C=CC1 |&1:3|